silicon titanium boron molybdenum aluminum [Al].[Mo].[B].[Ti].[Si]